The molecule is an undecenal in which the C=C bond is located at the 2-3 position. It is an undecenal, a n-alk-2-enal and a volatile organic compound. CCCCCCCC/C=C/C=O